2-anilino-6-chloro-3-(pyrazin-2-yl)quinazolin-4(3H)-one N(C1=CC=CC=C1)C1=NC2=CC=C(C=C2C(N1C1=NC=CN=C1)=O)Cl